Cl.FC1=C(OC2CNC2)C(=C(C(=C1F)F)F)F 3-(2,3,4,5,6-pentafluorophenoxy)azetidine hydrochloride